ClC=1C=C(OCC([C@H](C[C@H]2C(NCC2)=O)NC(=O)[C@@H]2[C@H]3C([C@H]3CN2C([C@@H](NS(=O)(=O)C(F)(F)F)C(C)C)=O)(C)C)=O)C=CC1 (1R,2S,5S)-N-{(2S)-4-(3-chlorophenoxy)-3-oxo-1-[(3S)-2-oxopyrrolidin-3-yl]butan-2-yl}-6,6-dimethyl-3-[N-(trifluoromethanesulfonyl)-L-valyl]-3-azabicyclo[3.1.0]hexane-2-carboxamide